dibenzyl (2-hydroxyethyl) phosphate P(=O)(OCC1=CC=CC=C1)(OCC1=CC=CC=C1)OCCO